uraciloxyacetic acid methylester COC(COC=1C(NC(NC1)=O)=O)=O